1-(5-((4-((3,3-difluorocyclobutyl)methyl)piperazin-1-yl)methyl)pyrazolo[1,5-a]pyridin-3-yl)dihydropyrimidine-2,4(1H,3H)-dione FC1(CC(C1)CN1CCN(CC1)CC1=CC=2N(C=C1)N=CC2N2C(NC(CC2)=O)=O)F